CNCC1=C(C=CC=C1)C=1C=C(SC1)[C@@H](C)NC1=NNC(C2=CC=C(C=C12)N1CCOCC1)=O (R)-4-((1-(4-(2-((methylamino)methyl)phenyl)thiophen-2-yl)ethyl)amino)-6-morpholinophthalazin-1(2H)-one